[Cl-].C(C)[C@]1(C(OCC=2C(N3CC=4C(=NC=5C=C(C(=CC5C4CN4CCC(CC4)[NH+](C)C)OC)F)C3=CC21)=O)=O)O 1-(((S)-4-ethyl-8-fluoro-4-hydroxy-9-methoxy-3,14-dioxo-3,4,12,14-tetrahydro-1H-pyrano[3',4':6,7]indolizino[1,2-b]quinolin-11-yl)methyl)-N,N-dimethylpiperidin-4-aminium chloride